ClC1=C(C=CC2=C1C(=NCC=1N2C=CC(N1)=O)C1=C(C=CC(=C1)OC)F)C(F)(F)F 8-chloro-7-(2-fluoro-5-methoxy-phenyl)-9-(trifluoromethyl)-5H-pyrimido[1,2-a][1,4]benzodiazepin-3-one